CC1=C(C=CC=C1C)C 2,3-dimethyl-methyl-benzene